FC1=C2C3=C(NC2=C(C(=C1)F)NC)N=CC(=C3N3CCOCC3)C=3C=C1C(C(=CN(C1=NC3)C)C(=O)O)=O 6-(5,7-difluoro-8-(methylamino)-4-morpholino-9H-pyrido[2,3-b]indol-3-yl)-1-methyl-4-oxo-1,4-dihydro-1,8-naphthyridine-3-carboxylic acid